BrC1=CC=C2C(=C(C(=NC2=C1)C)CC(=O)O)C 2-(7-bromo-2,4-dimethylquinolin-3-yl)acetic acid